C1(CC1)C1=C(C=CC=C1)N1CC(C1)C1=CC(=C(CN2CCC(CC2)C(=O)OC)C(=C1)C)C methyl 1-(4-(1-(2-cyclopropylphenyl)azetidin-3-yl)-2,6-dimethylbenzyl)piperidine-4-carboxylate